ClC1=NC=C(C(=N1)Cl)C=1N=NN(C1)C 2,4-dichloro-5-(1-methyl-1H-1,2,3-triazol-4-yl)pyrimidine